FC1=C(OC2CCN(CC2)C=2N=C3C(=NC2C=2C=NN(C2)C)CN2C(C3)COC2=O)C=CC(=C1)F 2-(4-(2,4-difluorophenoxy)piperidin-1-yl)-3-(1-methyl-1H-pyrazol-4-yl)-9a,10-dihydro-5H-oxazolo[3',4':1,6]pyrido[3,4-b]pyrazin-7(9H)-one